methyl (((1R,3r)-3-((2-(3-cyanopyrrolo[1,2-b]pyridazin-7-yl)-5-(5-((1r,4R)-4-(cyclopropanecarboxamido)cyclohexyl)-1,3,4-thiadiazol-2-yl)pyridin-4-yl)amino)cyclobutyl)methyl)carbamate C(#N)C1=CC=2N(N=C1)C(=CC2)C2=NC=C(C(=C2)NC2CC(C2)CNC(OC)=O)C=2SC(=NN2)C2CCC(CC2)NC(=O)C2CC2